C(C1=CC=CC=C1)(=O)NN1N=NC(=C1)C 1-benzamido-4-methyl-1,2,3-triazole